C(C)(C)(C)OC(=O)N1CC(C1)CN1C(C=C(C=C1)Br)=O 3-((4-bromo-2-oxopyridin-1(2H)-yl)methyl)azetidine-1-carboxylic acid tert-butyl ester